7,9-heptadecadienol C(CCCCCC=CC=CCCCCCCC)O